6-Azaspiro[3.5]nonan-2-ol hydrochloride Cl.C1C(CC12CNCCC2)O